O=C1NC(CCC1N1CC2=CC=C(C=C2C1=O)N1CCN(CC1)CC1CCC(CC1)N1N=C2C=C(C(=CC2=C1)C(=O)NC1=CN=C2N1N=CC=C2)OC)=O 2-((1r,4r)-4-((4-(2-(2,6-Dioxopiperidin-3-yl)-3-oxoisoindolin-5-yl)piperazin-1-yl)methyl)cyclohexyl)-N-(imidazo[1,2-b]pyridazin-3-yl)-6-methoxy-2H-indazole-5-carboxamide